CC/C=C\C/C=C\C/C=C\C/C=C\C/C=C\CCCC(=O)O[C@H]1CC[C@@]2(C3CC[C@]4(C(C3CC=C2C1)CCC4[C@H](C)CCCC(C)C)C)C cholesteryl 5,8,11,14,17-eicosapentaenoate